FC(C(=O)[O-])(F)F.C(N)(=O)C=1C=[N+](C=CC1)C1OC(C(C1O)O)COP(=O)(OCCCOCCCCCCCCCCCCCCC)OC 3-Carbamoyl-1-(3,4-dihydroxy-5-(((methoxy(3-(pentadecyloxy)propoxy)phosphoryl)oxy)methyl)tetrahydrofuran-2-yl)pyridin-1-ium Trifluoroacetate Salt